C(CCCCCC(C)C)OCCCCCCC(C)C Diisononyl ether